5-dibutyloctyl-3,6-bis(5-bromothien-2-yl)pyrrolo[3,4-c]pyrrole-1,4-dione C(CCC)C(CCCCCCC)(N1C(=C2C(C1=O)=C(NC2=O)C=2SC(=CC2)Br)C=2SC(=CC2)Br)CCCC